Dimethyl-arsonic acid CO[AsH](OC)=O